ClC1=NC(=CC=C1S(=O)(=O)N1C[C@@H]([C@@](C1)(CO)O)OC1=CC(=C(C#N)C=C1)F)Cl 4-(((3s,4r)-1-((2,6-dichloropyridin-3-yl)sulfonyl)-4-hydroxy-4-(hydroxymethyl)pyrrolidin-3-yl)oxy)-2-fluorobenzonitrile